P(OC(C1OC1)(C)C)([O-])([O-])=O phosphoric acid, dimethyloxiranylmethyl ester